NC1=C(N=C(S1)C1=C(C=CC=C1F)F)C(=O)NC=1C(=C2C(=NC1)[C@@H](CC2)C#N)N2C[C@H](CCC2)N 5-amino-N-{4-[(3S)-3-aminopiperidin-1-yl]-(7R)-7-cyano-6,7-dihydro-5H-cyclopenta[b]pyridin-3-yl}-2-(2,6-difluorophenyl)-1,3-thiazole-4-carboxamide